OC([C@@]1(C)CCCC(C)=C1\C=C\C(\C)=C\C=C\C(\C)=C\C=C\C=C(/C)\C=C\C=C(/C)\C=C\C1=C(C)CCCC1(C)C)O dihydroxyl-beta-carotene